ClC(=C1C2C=3C(=CC=CC3C1CC2)NC(=O)C=2C(=NN(C2)C)C(F)F)Cl N-[11-(dichloromethylene)-3-tricyclo[6.2.1.02,7]undec-2(7),3,5-trienyl]-3-(difluoromethyl)-1-methylpyrazole-4-carboxamide